ClC1=C(C=CC=C1)N1C(N=C(C2=CC=C(C=C12)C1CC1)NC1=NOC=C1C)=O 1-(2-chlorophenyl)-7-cyclopropyl-4-((methylisoxazol-3-yl)amino)quinazolin-2(1H)-one